COC(C1=C(C=C(C=C1)NC=1C=2N(C=CN1)C(=CN2)C2=C(C(=C(C=C2)OC)F)F)C)=O.FC2=C(C=CC(=C2F)OC)C2=CN=C1N2C=CN=C1NC1=CC(=C(C(=O)O)C=C1)C 4-((3-(2,3-Difluoro-4-methoxyphenyl)imidazo[1,2-a]pyrazin-8-yl)amino)-2-methylbenzoic acid Methyl-4-((3-(2,3-difluoro-4-methoxyphenyl)imidazo[1,2-a]pyrazin-8-yl)amino)-2-methylbenzoate